OC1=CC=C(C=C1)C=1OC=C(C1)C1=C(C=CC=C1)N1N=CN=C1 (4-hydroxyphenyl)-4-((1H-1,2,4-triazol-1-yl)phenyl)furan